BrCC1=C(C(=O)OC)C=CC(=C1)[N+](=O)[O-] Methyl 2-(bromomethyl)-4-nitrobenzoate